C[C@H]1CN(C[C@H](O1)C)C(=O)C1=CC=CC=C1 (E)-4-((2S,6R)-2,6-dimethylmorpholine-4-carbonyl)benzene